2-(4-chloro-3-fluorophenoxy)-N-{3-[5-(2-methylphenoxy)-1,3,4-oxadiazol-2-yl]bicyclo[1.1.1]pentan-1-yl}acetamide ClC1=C(C=C(OCC(=O)NC23CC(C2)(C3)C=3OC(=NN3)OC3=C(C=CC=C3)C)C=C1)F